C1N(CCC2=CC=CC=C12)C[C@H](CN1CCN(C2=C(C1=O)C=CC(=C2)OC2CCN(CC2)C)C)O 4-[(2R)-3-(3,4-dihydro-1H-isoquinolin-2-yl)-2-hydroxy-propyl]-1-methyl-8-[(1-methyl-4-piperidinyl)oxy]-2,3-dihydro-1,4-benzodiazepine-5-one